ClC1=CC=C2C(=CNC2=C1N1N=CC=N1)S(=O)(=O)NC1=NC(=C(C(=N1)OC)OC(F)F)OC 6-chloro-N-[5-(difluoromethoxy)-4,6-dimethoxy-pyrimidin-2-yl]-7-(triazol-2-yl)-1H-indole-3-sulfonamide